C(C1=CC=CC=C1)N1CCC(CC1)(C#N)C1=CC(=CC(=C1)F)F 1-benzyl-4-(3,5-difluorophenyl)piperidine-4-carbonitrile